ethyl 7-bromo-4-(((2S,4S)-1-(tert-butoxycarbonyl)-2-(2-((tert-butyldimethylsilyl)oxy)ethyl)piperidin-4-yl)amino)-2,6-dichloro-8-fluoroquinoline-3-carboxylate BrC1=C(C=C2C(=C(C(=NC2=C1F)Cl)C(=O)OCC)N[C@@H]1C[C@H](N(CC1)C(=O)OC(C)(C)C)CCO[Si](C)(C)C(C)(C)C)Cl